Br[C@H]1[C@@H]2N(C([C@H]1CC2=O)=O)CC2=CC=C(C=C2)OC (1r,4r,7r)-(+)-7-bromo-2-(4-methoxybenzyl)-2-azabicyclo[2.2.1]heptan-3,6-dione